FC=1C=2N(C=CC1C(=O)OC)C(=NC2)C methyl 8-fluoro-3-methylimidazo[1,5-a]pyridine-7-carboxylate